6-tert-Butyl-5-(3,4-dichlorophenyl)thieno[2,3-d]pyrimidin-4-ol C(C)(C)(C)C1=C(C2=C(N=CN=C2O)S1)C1=CC(=C(C=C1)Cl)Cl